4-(trifluoromethyl)-2H,3H-1,2-diazin-3-one FC(C=1C(NN=CC1)=O)(F)F